C(CCC)NC1=CC=C(C(=C1)C1=CC=CC=C1)C(=O)NC=1SC(=CN1)C1=CC=CC=C1 5-(Butylamino)-N-(5-phenylthiazol-2-yl)-[1,1'-biphenyl]-2-carboxamide